C(C[C@@](O)(C)CCO)(=O)O.C(C[C@@](O)(C)CCO)(=O)O mevalonic acid mevalonate